OC[C@]1(N2[C@@H](CC(C1=O)C[C@@H]2C)C)COC (1S,2S,4R,6R,7S)-2-(hydroxymethyl)-2-(methoxymethyl)-6,7-dimethylquinuclidin-3-one